6-(5-methyl-1H-pyrazol-4-yl)-N-(4-(pyrrolidin-1-ylmethyl)pyridin-2-yl)-benzo[d]thiazol-2-amine CC1=C(C=NN1)C1=CC2=C(N=C(S2)NC2=NC=CC(=C2)CN2CCCC2)C=C1